ClC1=CNC2=NC=CC(=C21)C2=CN=C(S2)N2CC1N(C(C2)C1)C(=O)OC(C)(C)C tert-butyl [3-(5-{3-chloro-1H-pyrrolo[2,3-b]pyridin-4-yl}-1,3-thiazol-2-yl)-3,6-diazabicyclo[3.1.1]heptane-6-yl]carboxylate